O1CCN(C2=C1C=CC=C2)C2=C1C(=C(C(=NC1=C(C=C2)C2=C(C(=CC(=C2)F)F)F)C)C(=O)N)N2CCOCC2 (2,3-dihydro-1,4-benzoxazin-4-yl)-2-methyl-4-morpholino-8-(2,3,5-trifluorophenyl)quinoline-3-carboxamide